CC(CNC)CC (2-methylbutyl)(methyl)amine